S1C=CC2=C1C=CC=C2 1-Benzothiophen